3-(trifluoromethyl)benzylamine hydrobromide Br.FC(C=1C=C(CN)C=CC1)(F)F